CS(=O)(=O)OCCOCCOCCOCCOCCOCCOC(C1=CC=CC=C1)(C1=CC=CC=C1)C1=CC=CC=C1 2-[2-[2-[2-[2-(2-trityloxyethoxy)ethoxy]ethoxy]ethoxy]ethoxy]ethyl methanesulfonate